(E)-2-(2-(4-(dimethylamino)styryl)-6-tertbutyl-4H-pyran-4-ylidene)malononitrile CN(C1=CC=C(/C=C/C=2OC(=CC(C2)=C(C#N)C#N)C(C)(C)C)C=C1)C